racemic-3-(5-amino-2-methyl-4-oxoquinazolin-3(4H)-yl)-piperidine-2,6-dione NC1=C2C(N(C(=NC2=CC=C1)C)[C@H]1C(NC(CC1)=O)=O)=O |r|